2-(8-(Benzylthio)imidazo[1,5-a]pyridin-3-yl)propan-2-amine C(C1=CC=CC=C1)SC=1C=2N(C=CC1)C(=NC2)C(C)(C)N